OC\C=C\C[C@@H]([C@@H](C)S(N)(=O)=O)C (1S,5S,6R,E)-1-hydroxy-5-methyl-6-sulfamoylhept-2-en